C(CCC)CCC1OC1 2-butyl-ethyl-oxirane